C1[C@H](NC2=CC(=O)C(=O)C=C21)C(=O)O The molecule is the L-enantiomer of dopachrome. It has a role as a mouse metabolite. It is a conjugate acid of a L-dopachromate. It is an enantiomer of a D-dopachrome.